O=C1NC(CCC1C1=C(C=C(CN(C2CCN(CC2)C=2C(=CC3=C(C(C=4NC5=CC(=CC=C5C4C3=O)C#N)(C)C)C2)CC)C)C=C1)F)=O 8-(4-((4-(2,6-dioxopiperidin-3-yl)-3-fluorobenzyl)(methyl)amino)piperidin-1-yl)-9-ethyl-6,6-dimethyl-11-oxo-6,11-dihydro-5H-benzo[b]carbazole-3-carbonitrile